ClC1=C2C(NN=C(C2=C(C=C1)Cl)C1=CC2=C(NC(=N2)NC(OCCOC)=O)C=C1)=O 2-Methoxyethyl (5-(5,8-dichloro-4-oxo-3,4-dihydrophthalazin-1-yl)-1H-benzimidazol-2-yl)carbamate